amino[3,4-dihydro-2H-1-benzopyran-2-yl]benzoic acid NC=1C(=C(C(=O)O)C=CC1)C1OC2=C(CC1)C=CC=C2